4-[3-[2,6-Dichloro-4-(3-cyano-3-methylazetidin-1-yl)benzoyl]-2,4-dihydro-1,3-benzoxazin-8-yl]-5-fluoro-2-(3-oxa-8-azabicyclo[3.2.1]oct-8-yl)benzoic acid ClC1=C(C(=O)N2COC3=C(C2)C=CC=C3C3=CC(=C(C(=O)O)C=C3F)N3C2COCC3CC2)C(=CC(=C1)N1CC(C1)(C)C#N)Cl